(S)-tert-butyl-2-(((5,6-dimethyl-6H-pyrido[4,3-b]carbazol-9-yl)oxy)methyl)-pyrrolidine-1-carboxylate C(C)(C)(C)OC(=O)N1[C@@H](CCC1)COC1=CC=2C=3C=C4C(=C(C3N(C2C=C1)C)C)C=CN=C4